C[C@H]1NC2=CC(=C(C=C2NC1)C)C (R)-2,6,7-trimethyl-1,2,3,4-tetrahydroquinoxaline